1-(2-methoxybenzyl)-2-(4-(trifluoromethoxy)phenyl)-5-(trifluoromethyl)-1H-imidazole COC1=C(CN2C(=NC=C2C(F)(F)F)C2=CC=C(C=C2)OC(F)(F)F)C=CC=C1